1-(3-Fluoro-5-methoxypyridin-2-yl)-7-methoxy-3-methyl-8-(3-methyl-1H-pyrazol-4-yl)-1,3-dihydroimidazo[4,5-c]quinolin-2-one FC=1C(=NC=C(C1)OC)N1C(N(C=2C=NC=3C=C(C(=CC3C21)C=2C(=NNC2)C)OC)C)=O